4-methyl-1-(6-((1-methyl-1H-indazol-5-yl)thio)-1H-imidazo[4,5-b]pyrazin-2-yl)piperidin-4-amine CC1(CCN(CC1)C1=NC=2C(=NC(=CN2)SC=2C=C3C=NN(C3=CC2)C)N1)N